ONC(C1=CC=C(C=C1)OC1=CC=C(C=C1)C)=O N-hydroxy-4-(p-tolyloxy)benzamide